N-{4-[2-(2,6-dichlorophenyl)acetamido]pyridin-2-yl}-N-(3,4-difluorophenyl)acetamide ClC1=C(C(=CC=C1)Cl)CC(=O)NC1=CC(=NC=C1)N(C(C)=O)C1=CC(=C(C=C1)F)F